N-(4-{3-[(3-chloro-2-methoxyphenyl)amino]-4-oxo-5H,6H,7H-pyrazolo[1,5-a]pyrazin-2-yl}-7-methoxyquinolin-6-yl)prop-2-enamide ClC=1C(=C(C=CC1)NC=1C(=NN2C1C(NCC2)=O)C2=CC=NC1=CC(=C(C=C21)NC(C=C)=O)OC)OC